N1(C(CC1)CCC(C)(C)NC(O)=O)CCC(C)(C)NC(O)=O.CC1(OCCO1)CCCC=O 4-(2-methyl-1,3-dioxolan-2-yl)butanal (azetidinediylbis(2-methylbutan-4,2-diyl))dicarbamate